3-({5'-methanesulfonamido-1',2'-dihydrospiro[cyclohexane-1,3'-indol]-1'-yl}carbonyl)-N-(1-methylcyclopropyl)benzene-1-sulfonamide CS(=O)(=O)NC=1C=C2C3(CN(C2=CC1)C(=O)C=1C=C(C=CC1)S(=O)(=O)NC1(CC1)C)CCCCC3